N2-Benzyl-5-(2-isopropyl-4,5-dimethoxy-phenoxy)-pyrimidine-2,4-diamine C(C1=CC=CC=C1)NC1=NC=C(C(=N1)N)OC1=C(C=C(C(=C1)OC)OC)C(C)C